(R)-N-(2-Fluoro-3-hydroxy-3-methylbutyl)-2-((3-isopropyl-2-(2-methylpyridin-4-yl)-1H-indol-5-yl)oxy)acetamid F[C@H](CNC(COC=1C=C2C(=C(NC2=CC1)C1=CC(=NC=C1)C)C(C)C)=O)C(C)(C)O